[5-(5-fluoro-2-methoxypyridin-4-yl)-1-{[2-(trimethylsilyl)ethoxy]methyl}pyrazole-3-carbonyl]-4-azaspiro[2.5]octane-7-carboxylic acid methyl ester COC(=O)C1CCNC2(CC2C(=O)C2=NN(C(=C2)C2=CC(=NC=C2F)OC)COCC[Si](C)(C)C)C1